ClC1=CC=C(C(=O)NC(C)C2=NC=3CCCN(C3C=C2)C2=NC(=NC=C2)C(F)(F)F)C=C1 4-chloro-N-(1-(5-(2-(trifluoromethyl)pyrimidin-4-yl)-5,6,7,8-tetrahydro-1,5-naphthyridin-2-yl)ethyl)benzamide